The molecule is a prostaglandin carboxylic acid anion that is the conjugate base of prostaglandin G3, obtained by deprotonation of the carboxy group; major species at pH 7.3. It is a conjugate base of a prostaglandin G3. CC/C=C\\C[C@@H](/C=C/[C@H]1[C@H]2C[C@@H]([C@@H]1C/C=C\\CCCC(=O)[O-])OO2)OO